[(2R,3R,5S)-5-[(1S)-1-acetoxypropyl]-2-(5-amino-2,7-dioxo-6H-thiazolo[4,5-d]pyrimidin-3-yl)tetrahydrofuran-3-yl]acetate C(C)(=O)O[C@@H](CC)[C@@H]1C[C@@H]([C@@H](O1)N1C(SC2=C1N=C(NC2=O)N)=O)CC(=O)[O-]